CC(CC(C)O)CCCCCCC 4-methyl-2-undecanol